bis(trideuteriomethyl)imidazo[1,5-a]quinazoline-3-carboxamide [2H]C([2H])([2H])C1=NC=2N(C3=CC=CC=C13)C(=NC2C(=O)N)C([2H])([2H])[2H]